1,4-diamino-2,3-diphenoxy-9,10-anthracenedione NC1=C(C(=C(C=2C(C3=CC=CC=C3C(C12)=O)=O)N)OC1=CC=CC=C1)OC1=CC=CC=C1